ClC1=CC(=NC=C1)CNC1=C2N=CN(C2=NC(=N1)C=1C=NC=C(C1)F)[C@H]1[C@@H]([C@@H]([C@H](S1(=O)=O)C(=O)NC)O)O (2S,3S,4R,5R)-5-(6-(((4-chloropyridin-2-yl)methyl)amino)-2-(5-fluoropyridin-3-yl)-9H-purin-9-yl)-3,4-dihydroxyl-N-methyltetrahydrothiophen-2-formamide 1,1-dioxide